1-[(2R)-2-[(6-chloro-4-{3,8-diazabicyclo[3.2.1]oct-3-yl}-8-fluoro-7-(3-hydroxynaphthalen-1-yl)quinazolin-2-yl)oxy]propyl]piperidin-4-ol ClC=1C=C2C(=NC(=NC2=C(C1C1=CC(=CC2=CC=CC=C12)O)F)O[C@@H](CN1CCC(CC1)O)C)N1CC2CCC(C1)N2